tert-butylacrylate C(C)(C)(C)OC(C=C)=O